CC1=NNC(=C1N1CCN(CC1)C=1C=C(C(=O)O)C=CC1)C 3-(4-(3,5-Dimethyl-1H-pyrazol-4-yl)piperazin-1-yl)benzoic Acid